4-(2-chloro-8-(chloromethyl)-9-methyl-9H-purin-6-yl)morpholine ClC1=NC(=C2N=C(N(C2=N1)C)CCl)N1CCOCC1